(S)-3-(3,4-dihydroxybenzyl)-9-methyl-3,4-dihydro-1H-benzo[E][1,4]diazepine-2,5-dione OC=1C=C(C[C@@H]2NC(C3=C(NC2=O)C(=CC=C3)C)=O)C=CC1O